OC12CCC(CC1)(C2)C(=O)OC methyl 4-hydroxybicyclo(2.2.1)heptane-1-carboxylate